2-chloro-N-((3aR,5s,6aS)-2-(5-(3-cyano-6-(2-hydroxy-2-methylpropoxy)pyrazolo[1,5-a]pyridin-4-yl)pyridin-2-yl)-5-methyloctahydrocyclopenta[c]pyrrol-5-yl)-6-fluorobenzenesulfonamide ClC1=C(C(=CC=C1)F)S(=O)(=O)NC1(C[C@@H]2[C@@H](CN(C2)C2=NC=C(C=C2)C=2C=3N(C=C(C2)OCC(C)(C)O)N=CC3C#N)C1)C